C(C)OC(=O)C1=C(SC=C1)CN1C(N(C=2N=C(NC(C12)=O)N)[C@@H]1O[C@@H](C[C@H]1O)CO)=O ((2-amino-9-((2R,3R,5S)-3-hydroxy-5-(hydroxymethyl)tetrahydrofuran-2-yl)-6,8-dioxo-1,6,8,9-tetrahydro-7H-purin-7-yl)methyl)thiophene-3-carboxylic acid ethyl ester